BrCC1=CC(=C(C(=O)OC)C=C1)O[Si](C)(C)C(C)(C)C methyl 4-(bromomethyl)-2-((t-butyldimethylsilyl)oxy)benzoate